C(C1=CC=CC=C1)OC(=O)N1CCC(CC1)OC(CCNC=1N=[N+](C2=C([N+]1[O-])C=CC(=C2)Br)[O-])=O 3-((3-((1-(benzyloxycarbonyl)piperidine-4-yl)oxy)-3-oxopropyl)amino)-7-bromo-benzo[e][1,2,4]triazine-1,4-dioxide